FC(C1=CC=C(C=C1)P(C1=CC=C(C=C1)C(F)(F)F)C1=CC=C(C=C1)C(F)(F)F)(F)F tris(4-trifluoromethylphenyl)-phosphine